ClC1=C(C=CC(=C1)Cl)S(=O)(=O)C1=C(C=O)C(=CC=C1)N1CCNCC1 2-((2,4-dichlorophenyl)sulfonyl)-6-(piperazin-1-yl)benzaldehyde